1-allyl-3,4-dihydroisoquinoline Ammonium chromat [Cr](=O)(=O)([O-])[O-].[NH4+].C(C=C)C1=NCCC2=CC=CC=C12.[NH4+]